4-[(E)-2-(4-fluorophenyl)vinyl]-N-(1-methylcyclopropyl)-3-nitrobenzenesulfonamide FC1=CC=C(C=C1)/C=C/C1=C(C=C(C=C1)S(=O)(=O)NC1(CC1)C)[N+](=O)[O-]